N(C(=N)N)CCC(=O)O 3-GUANIDINOPROPIONIC ACID